ClC1=C(C=C(C(=N1)NC(=O)C1CC1)F)C(=O)N1C(CN(CC1)C)C1=CC=CC=C1 N-[6-chloro-3-fluoro-5-(4-methyl-2-phenylpiperazine-1-carbonyl)pyridin-2-yl]cyclopropanecarboxamide